C(C)(C)(C)OC(=O)N1CCC(=CC1)C1=CC=C(C(=O)NC2=C(C=C(C=C2)N2CCN(CC2)C(=O)OC(C)(C)C)C)C=C1 tert-butyl 4-(4-(4-(1-(tert-butoxycarbonyl)-1,2,3,6-tetrahydropyridin-4-yl)benzamido)-3-methyl phenyl)piperazine-1-carboxylate